FC1(CN(CC[C@H]1NC1=NN2C(C(=N1)OC)=C(C=C2)C=2C=CC1=C(N(N=N1)[C@@H](C(F)F)C)C2)S(=O)(=O)C)F N-((R)-3,3-difluoro-1-(methylsulfonyl)piperidin-4-yl)-5-(1-((R)-1,1-difluoropropan-2-yl)-1H-benzo[d][1,2,3]triazol-6-yl)-4-methoxypyrrolo[2,1-f][1,2,4]triazin-2-amine